2-(2-(difluoromethoxy)-7-methylquinoxalin-5-yl)benzo[d]thiazol-6-ol FC(OC1=NC2=CC(=CC(=C2N=C1)C=1SC2=C(N1)C=CC(=C2)O)C)F